CC1=NC(=NC(=C1)C)OC(C(=O)O)C(C1=CC=CC=C1)(C1=CC=CC=C1)OC (4,6-dimethylpyrimidin-2-yl)oxyl-3-methoxy-3,3-diphenylpropanoic acid